ClCCCS(=O)(=O)C1=CC=C(C=N1)C(=O)OC methyl 6-(3-chloropropylsulfonyl)pyridine-3-carboxylate